C(C1=CC=CC=C1)(=O)O[C@@H]1[C@H](O[C@@H]([C@H]([C@@H]1OC(C1=CC=CC=C1)=O)OC(C1=CC=CC=C1)=O)COC(C1=CC=CC=C1)=O)O[C@@H]1[C@@H]([C@@H](OCCN=[N+]=[N-])O[C@@H]([C@H]1OC(C1=CC=CC=C1)=O)CO[C@@H]1[C@@H](OC(C2=CC=CC=C2)=O)[C@@H](OC(C2=CC=CC=C2)=O)[C@H](OC(C2=CC=CC=C2)=O)[C@H](O1)COC(C1=CC=CC=C1)=O)OC(C1=CC=CC=C1)=O 2-azidoethyl (2,3,4,6-tetra-O-benzoyl-α-D-mannopyranosyl)-(1-3)-[2,3,4,6-tetra-O-benzoyl-α-D-mannopyranosyl-(1→6)]-2,4-di-O-benzoyl-α-D-mannopyranoside